(2R)-2-METHYL-2-PIPERIDINECARBOXYLIC ACID C[C@]1(NCCCC1)C(=O)O